hydrazyl chloride N(N)Cl